Rac-(2S,6R)-7-fluoro-9-(trifluoromethyl)-3,4,5,6-tetrahydro-2H-2,6-methanobenzo[b][1,5]oxazocine FC1=CC(=CC=2O[C@H]3CCN[C@@H](C21)C3)C(F)(F)F |r|